O=C1NC([C@](N1)(C=1N=CSC1)CNC(OC(C)(C)C)=O)=O |r| rac-tert-butyl {[2,5-dioxo-4-(1,3-thiazol-4-yl)imidazolidin-4-yl]methyl}carbamate